NC1=C2C(=NC=N1)N(N=C2C2=CC=C(C=C2)CNC(=O)C=2C=NC=CC2OC)C2CCCC2 N-[[4-(4-amino-1-cyclopentyl-pyrazolo[3,4-d]pyrimidin-3-yl)phenyl]methyl]-4-methoxy-pyridine-3-carboxamide